(S)-1-(2-methylpropyl)-piperazine CC(CN1CCNCC1)C